(1-naphthylmethyl) tert-butyl-peroxy ether C(C)(C)(C)OOOCC1=CC=CC2=CC=CC=C12